5-((S)-7-(4-(2-(((R)-1,4-dioxan-2-yl)methoxy)-5-fluorophenyl)piperidin-1-yl)-5-oxa-2-azaspiro[3.4]oct-2-yl)-1,3,4-oxadiazole-2-carboxylic acid ethyl ester C(C)OC(=O)C=1OC(=NN1)N1CC2(C1)OC[C@H](C2)N2CCC(CC2)C2=C(C=CC(=C2)F)OC[C@@H]2OCCOC2